hydroxyl-methyl-acrylic acid OC=C(C(=O)O)C